OCC=1C(=NNC1)C[C@H](C)C=1C=C(C=CC1)N1C(C2=CC=CC(=C2C1)C(F)(F)F)=O (S)-2-(3-(1-(4-(hydroxymethyl)-1H-pyrazol-3-yl)propan-2-yl)phenyl)-4-(trifluoromethyl)isoindolin-1-one